FC(C=1C=C2C(=CC1)NC(C21CCN(CC1)CCOC=1C=C2C(=NC1)N(C(C2)=O)C2CC(C2)(C)O)=O)F 5-(difluoromethyl)-1'-[2-({2-oxo-1-[(trans)-3-hydroxy-3-methylcyclobutyl]-1H,2H,3H-pyrrolo[2,3-b]pyridin-5-yl}oxy)ethyl]-1,2-dihydrospiro[indole-3,4'-piperidin]-2-one